O.[Na+].[Na+].C(CC(=O)[O-])(=O)[O-] malonic acid disodium salt Monohydrate